C(C)(C)(C)OC(=O)N[C@@H]([C@@H](CC1=C(CNC(OC(C)(C)C)=O)C=CC=C1)CNC1=CC(=C(C=C1)S(N(C1=NC=NS1)CC1=C(C=C(C=C1)OC)OC)(=O)=O)F)C tert-butyl (2-{(2S,3R)-3-[(tert-butoxycarbonyl)amino]-2-[({4-[(2,4-dimethoxybenzyl)(1,2,4-thiadiazol-5-yl)sulfamoyl]-3-fluorophenyl}amino)methyl]butyl}-benzyl)carbamate